BrC=1C=CC(=NC1)N1C2=CC=CC=C2C=2C=C(C=CC12)N(C1=CC=CC=C1)C1=CC=CC=C1 9-(5-Bromopyridin-2-yl)-N,N-diphenyl-9H-carbazol-3-amine